N-(4-(4-(3-methoxypropyl)piperazin-1-yl)phenyl)-4-((8-methyl-2,3-dihydro-1H-pyrido[2,3-b][1,4]oxazin-7-yl)amino)-2-oxo-1,2-dihydropyridine-3-carboxamide COCCCN1CCN(CC1)C1=CC=C(C=C1)NC(=O)C=1C(NC=CC1NC1=C(C2=C(OCCN2)N=C1)C)=O